1-(3-Fluorophenyl)-2-(neopentylamino)ethan-1-ol FC=1C=C(C=CC1)C(CNCC(C)(C)C)O